[cis-3,4,6,7,8,8a-hexahydro-1H-pyrrolo[2,1-c][1,4]oxazin-6-yl]methanol C1OCCN2[C@H]1CC[C@H]2CO